FC(S(=O)(=O)OCC(CC1=CCCC1)=O)(F)F trifluoromethylsulfonyloxy-1-cyclopentenylacetone